C(C)(C)(C)N(C(O)=O)[C@@H]1C[C@@H](C[C@H](C1)OC)N.O1CCN(CC1)C=1C2=C(N=C(N1)C=1C=C(C=CC1)NC(C1=CN=CC=C1)=O)C=C(S2)C2=C1C(=NC=C2)NC=C1 N-(3-(4-morpholino-6-(1H-pyrrolo[2,3-b]pyridin-4-yl)thieno[3,2-d]pyrimidin-2-yl)phenyl)nicotinamide tert-butyl-((1R,3S,5R)-3-amino-5-methoxycyclohexyl)carbamate